Cl.ClC1=CC(=C(C=C1)C1=NN2C([C@H](NCC2)C)=C1C1=CC=NC=C1)F |r| rac-(RS)-2-(4-chloro-2-fluorophenyl)-4-methyl-3-(pyridin-4-yl)-4,5,6,7-tetrahydropyrazolo[1,5-a]pyrazine hydrogen chloride